C1(=CC=CC=C1)[C@H]1CCC2=NC=3C(=NC(=CC3)C3=CC(=NC=C3)OCC3CCC(CC3)O)N21 (1S,4s)-4-(((4-((R)-8-phenyl-7,8-dihydro-6H-pyrrolo[2',1':2,3]imidazo[4,5-b]pyridin-2-yl)pyridin-2-yl)oxy)methyl)cyclohexanol